N-cyclobutyl-2-(2-phenyl-1,2,3,4-tetrahydroquinoline-6-yl)acetamide C1(CCC1)NC(CC=1C=C2CCC(NC2=CC1)C1=CC=CC=C1)=O